O=C1CSC=2C1C(C=CC2)CC2=CSC=C2 3-oxo-4-(thiophen-3-ylmethyl)-3,4-dihydro-2H-benzothiophene